C(=O)(OC(C)(C)C)N([C@H](C)C(=O)O)S(=O)(=O)O (Boc)(sulfo)-D-alanine